tert-butyl 6-chloro-2-oxo-2,3-dihydropyrido[2,3-b]pyrazine-4(1H)-carboxylate ClC=1C=CC2=C(N(CC(N2)=O)C(=O)OC(C)(C)C)N1